N-(6-amino-5-ethylpyridin-3-yl)-2-((2R,5S)-5-methyl-2-(2-(1,5,5-trimethylpiperidin-3-yl)benzo[d]thiazol-5-yl)piperidin-1-yl)-2-oxoacetamide NC1=C(C=C(C=N1)NC(C(=O)N1[C@H](CC[C@@H](C1)C)C=1C=CC2=C(N=C(S2)C2CN(CC(C2)(C)C)C)C1)=O)CC